N1=NN=NC=C1 [1,2,3,4]Tetrazine